FC1=CC(=CC2=C1N(N=N2)CC2=CC=C(C=C2)OC)C2=NC=CN=C2SC2=CC=C(C=C2)C(F)(F)F 7-fluoro-1-[(4-methoxyphenyl)methyl]-5-[3-[4-(trifluoromethyl)phenyl]sulfanylpyrazin-2-yl]benzotriazole